C(C1=CC=CC=C1)C1(CC(=NO1)COC1=CC=CC2=CC=CC=C12)C(=O)OC methyl 5-benzyl-3-((naphthalen-1-yloxy)methyl)-4,5-dihydroisoxazole-5-carboxylate